FC=1C(=C(C=CC1)CNC(=O)C=1C(=NC2=CC(=CC=C2C1C)C(F)(F)F)OC)OC N-[(3-fluoro-2-methoxy-phenyl)-methyl]-2-methoxy-4-methyl-7-(trifluoromethyl)-quinoline-3-carboxylic acid amide